Cl.ClC=1C=C2C(=CNC2=CC1)NC1=NC2=C(N1N)C=CC(=C2)C(F)(F)F N2-(5-chloro-1H-indol-3-yl)-5-(trifluoromethyl)-1H-benzo[d]imidazol-1,2-diamine hydrochloride